Cl.N[C@@H](CN1C(C=2NC=3C=CC(=CC3C2C2=C(C1)C=C(C=C2)OC)F)=O)CC(CN)F 6-((2R)-2,5-diamino-4-fluoropentyl)-11-fluoro-3-methoxy-5,8-dihydrobenzo[5,6]azepino[3,4-b]indol-7(6H)-one hydrochloride salt